C(C1=CC=CC=C1)(=O)O[C@@H](COC)C[C@@H]([C@H](CC=C)C)S(N)(=O)=O (2R,4S,5S)-1-METHOXY-5-METHYL-4-SULFAMOYLOCT-7-EN-2-YL BENZOATE